[N+](=O)([O-])C1=CC=C(C=C1)C=1N=C2SC3=C(C4=CN(C=C4C=C3)S(=O)(=O)C3=CC=CC=C3)N2C1 8-(4-nitrophenyl)-2-(phenylsulfonyl)-2H-imidazo[2',1':2,3][1,3]thiazolo[4,5-e]isoindole